COC=1C=CC(=C2CCC(C12)=O)CC(=O)O 2-(7-methoxy-1-oxo-2,3-dihydro-1H-inden-4-yl)acetic acid